4-(((5'-chloro-2'-((1-((2-(2,6-dioxopiperidin-3-yl)-4-fluoro-1-oxoisoIndoline-5-yl)methyl)piperidin-4-yl)amino)-[2,4'-bipyridyl]-6-yl)amino)methyl)tetrahydro-2H-pyran ClC=1C(=CC(=NC1)NC1CCN(CC1)CC=1C(=C2CN(C(C2=CC1)=O)C1C(NC(CC1)=O)=O)F)C1=NC(=CC=C1)NCC1CCOCC1